4-methyl-4-oxido-morpholin C[N+]1(CCOCC1)[O-]